trifluoromethyl hexafluoropropyl-methyl ether FC(C(F)(F)COC(F)(F)F)C(F)(F)F